ClC=1SC(=CN1)CNC=1C2=C(N=C(N1)N(CCOC)CCOC)C(=NC(=N2)N(CCOC)CCOC)N2CCC(CC2)OC N4-((2-chlorothiazol-5-yl)methyl)-N2,N2,N6,N6-tetrakis(2-methoxyethyl)-8-(4-methoxypiperidin-1-yl)pyrimido[5,4-d]pyrimidine-2,4,6-triamine